1-Formyl-piperidine-4-carbonyl chloride C(=O)N1CCC(CC1)C(=O)Cl